Tert-Butyl 4-allyl-4-formylpiperidine-1-carboxylate C(C=C)C1(CCN(CC1)C(=O)OC(C)(C)C)C=O